1-methyl-4-{1-methyl-4-[1-(propan-2-yl)-1H-pyrazol-5-yl]-1H-imidazol-2-yl}-1H-pyrazolo[4,3-c]pyridine-6-carboxamide CN1N=CC=2C(=NC(=CC21)C(=O)N)C=2N(C=C(N2)C2=CC=NN2C(C)C)C